ClC=1C=CC(=C(C1)C(CO)(C)NC1=NC2=C(N1)C=CC=C2CNC=2OC=CN2)F (-)-2-(5-chloro-2-fluorophenyl)-2-[(4-{[(1,3-oxazol-2-yl)amino]methyl}-1H-1,3-benzodiazol-2-yl)amino]propan-1-ol